4-(2-methoxypyridin-3-yl)-5-methyl-1H-pyrrole-3-carboxylic acid COC1=NC=CC=C1C=1C(=CNC1C)C(=O)O